C(C)N(CC)[Si]([Si](C=C)(C=C)N(CC)CC)(C=C)C=C 1,2-bis(N,N-diethylamino)-1,1,2,2-tetravinyldisilane